3-((3,5-difluoro-4-(3-hydroxyazetidin-1-yl)phenyl)amino)piperidine-2,6-dione FC=1C=C(C=C(C1N1CC(C1)O)F)NC1C(NC(CC1)=O)=O